C1(CC1)C=1N=NN(C1)[C@H](C(=O)N1[C@@H](C[C@H](C1)O)C(=O)NC1(C(C1)C(F)(F)F)C1=CC=CC=C1)C(C)(C)C (2S,4r)-1-[(2S)-2-(4-cyclopropyl-triazol-1-yl)-3,3-dimethyl-butyryl]-4-hydroxy-N-[1-phenyl-2-(trifluoromethyl)cyclopropyl]pyrrolidine-2-carboxamide